dihydro-4'H-spiro[cyclopentane-1,5'-thieno[2,3-b]pyridine]-3-carboxylate S1CCC2=C1N=CC1(C2)CC(CC1)C(=O)[O-]